FC(C=1C=C(C=CC1F)NC(N(CC1=NNC(=C1)C(F)(F)F)C12CC(C1)(C2)OC)=O)F 3-(3-(Difluoromethyl)-4-fluorophenyl)-1-(3-methoxybicyclo[1.1.1]pent-1-yl)-1-((5-(trifluoromethyl)-1H-pyrazol-3-yl)methyl)urea